(R)-methyl 2-((R)-2-amino-3-phenylpropanamido)-4-methylpentanoate 2,2,2-trifluoroacetate FC(C(=O)O)(F)F.N[C@@H](C(=O)N[C@@H](C(=O)OC)CC(C)C)CC1=CC=CC=C1